6-bromo-3H-pyrrolo[2,1-f][1,2,4]triazin-4-one BrC=1C=C2C(NC=NN2C1)=O